CO[Si](OC)(OC)CN1N=CN=N1 2-[(trimethoxysilyl)methyl]-2H-tetrazole